benzylidene-p-aminobenzoyl chloride C(C1=CC=CC=C1)=C1C(C(=O)Cl)C=CC(=C1)N